C1(CCC1)CN[C@H]1CN(CCC1)C1=CC(N(C=C1)CC1=CN=C(S1)C=1C=NC=C(C1)OC)=O (R)-4-(3-((cyclobutylmethyl)amino)piperidin-1-yl)-1-((2-(5-methoxypyridin-3-yl)thiazol-5-yl)methyl)pyridin-2(1H)-one